N-((3S,4S)-4-fluoropiperidin-3-yl)-4-(7-methoxy-6-(spiro[3.3]heptan-2-yl)imidazo[1,2-b]pyridazin-3-yl)pyrimidin-2-amine F[C@@H]1[C@H](CNCC1)NC1=NC=CC(=N1)C1=CN=C2N1N=C(C(=C2)OC)C2CC1(C2)CCC1